ClC1=C2C(=C(N=C1Cl)C=1OC(=NN1)C)C=1CN(CCC1N2)C(CO)=O 1-(6,7-dichloro-9-(5-methyl-1,3,4-oxadiazol-2-yl)-1,3,4,5-tetrahydro-2H-pyrrolo[3,2-c:4,5-c']dipyridin-2-yl)-2-hydroxyethan-1-one